C1(=CC=CC=C1)S(=O)(=O)N(S(=O)(=O)C1=CC=CC=C1)SC(F)(F)F N-(phenylsulfonyl)-N-((trifluoromethyl)thio)benzenesulfonamide